[Na].C1CCC2=C(C=3CCCC3C=C12)NC(NS(N(C=1C=NC(=NC1)C(C)C)C1CCOCC1)(=O)=O)=O 3-(1,2,3,5,6,7-hexahydro-s-indacen-4-yl)-1-[(oxan-4-yl)[2-(propan-2-yl)pyrimidin-5-yl]sulfamoyl]urea Sodium Salt